NC(COC1=CC=CC(=N1)C(=O)OC)C methyl 6-(2-aminopropoxy)picolinate